2-(4-((2,5-Dioxo-3-(4-(trifluoro-methyl)phenyl)imidazolidin-1-yl)methyl)-2-methylphenoxy)-acetic acid O=C1N(C(CN1C1=CC=C(C=C1)C(F)(F)F)=O)CC1=CC(=C(OCC(=O)O)C=C1)C